tert-butyl 2-((((R)-4-(6-((5-(tert-butoxy)-5-oxopentyl)oxy)pyridin-2-yl)cyclohex-3-en-1-yl)oxy)methyl)-3-(methylsulfonamido)piperidine-1-carboxylate C(C)(C)(C)OC(CCCCOC1=CC=CC(=N1)C1=CC[C@@H](CC1)OCC1N(CCCC1NS(=O)(=O)C)C(=O)OC(C)(C)C)=O